3-azabicyclo[3.1.0]-hexane hydrochloride Cl.C12CNCC2C1